NC1=NC=CC=C1CN1CCOC=2C=3C1=NC(=NC3C=C(C2Cl)C2=CC(=CC3=CC=CC=C23)O)OC[C@]23CCCN3C[C@@H](C2)F 4-(4-((2-aminopyridin-3-yl)methyl)-8-chloro-2-(((2R,7aS)-2-fluorotetrahydro-1H-pyrrolizin-7a(5H)-yl)methoxy)-5,6-dihydro-4H-[1,4]oxazepino[5,6,7-de]quinazolin-9-yl)naphthalen-2-ol